ClC=1C=C(C=CC1)[C@H](C(=O)N1CC2=C(CCC1)N=C(NC2=O)C2(CC2)C2=CC(=CC=C2)C2CCC(CC2)(F)F)O (R)-6-(2-(3-chlorophenyl)-2-hydroxyacetyl)-2-(1-(3-(4,4-difluorocyclohexyl)phenyl)cyclopropyl)-3,5,6,7,8,9-hexahydro-4H-pyrimido[5,4-c]azepin-4-one